((trifluoromethanesulfonyl)oxy)-3,4-dihydropyridine-1(2H)-carboxylic acid tert-butyl ester C(C)(C)(C)OC(=O)N1C(CCC=C1)OS(=O)(=O)C(F)(F)F